O1C(=CC2=C1C=CC=C2)CN2C[C@H]([C@@H](CC2)C(=O)N2CCC(CC2)(O)CN2C=NC1=C(C2=O)C=CN1)C1=CC=CC=C1 3-[(1-{[(3R,4R)-1-(1-benzofuran-2-ylmethyl)-3-phenylpiperidin-4-yl]carbonyl}-4-hydroxypiperidin-4-yl)methyl]-3,7-dihydro-4H-pyrrolo[2,3-d]pyrimidin-4-one